C[C@H]1CC[C@H](N1)C(=O)O (2s,5s)-5-methylpyrrolidine-2-carboxylic acid